Hexamethyl-10-vinyl-spiro[2.7]decane CC1(C2(C(C2(C)C)(C)C)C(CCCCC1)C=C)C